(4-(1-(tert-butoxycarbonyl)pyrrolidin-2-yl)-2-fluorophenyl)-6-chlorobenzo[d]imidazo[2,1-b]thiazole-7-carboxylic acid C(C)(C)(C)OC(=O)N1C(CCC1)C1=CC(=C(C=C1)C=1N=C2SC3=C(N2C1)C=C(C(=C3)C(=O)O)Cl)F